4-[[2-[[2-chloro-6-methoxy-4-(1,4,5-trimethyl-6-oxo-3-pyridinyl)phenyl]methyl]-3,4-dihydro-1H-isoquinolin-5-yl]methyl]piperidine-1-carboxylic acid tert-butyl ester C(C)(C)(C)OC(=O)N1CCC(CC1)CC1=C2CCN(CC2=CC=C1)CC1=C(C=C(C=C1OC)C1=CN(C(C(=C1C)C)=O)C)Cl